O(C1=CC=CC=C1)CCCCC(=O)NC=1C=C2C(=CNC2=CC1)C1CC2CCCCN2CC1 5-(5-phenoxypentanoyl)amino-3-(octahydro-2H-quinolizin-2-yl)-1H-indole